C[C@H]1N(CCN(C1)C)[C@@H](C(=O)NC=1C=CC=C2C(=CNC12)C1=NC(=NC=C1F)NC1=C(C(=CC=C1)S(=O)(=O)C)F)COC (R)-2-((R)-2,4-Dimethylpiperazin-1-yl)-N-(3-(5-fluoro-2-((2-fluoro-3-(methylsulfonyl)phenyl)amino)pyrimidin-4-yl)-1H-indol-7-yl)-3-methoxypropanamid